6-[5-[(6R)-6-aminospiro[4,6-dihydrocyclopenta[d]thiazole-5,4'-piperidin]-1'-yl]pyrazin-2-yl]sulfanyl-5-chloro-3-(2-methoxyethyl)quinazolin-4-one N[C@H]1C2=C(N=CS2)CC12CCN(CC2)C=2N=CC(=NC2)SC=2C(=C1C(N(C=NC1=CC2)CCOC)=O)Cl